COCCCCC(=O)O.C(C)(=O)OCCCOC methoxypropyl acetate (Methoxypropyl acetate)